BrC1=C(C=NN(C1=O)C)N[C@@H]1C[C@@H](CN(C1)C)C1=CC=C(C(=O)N2CCC3(CC2)CCN(CC3)C3=CC(=C(C(=C3)C)C3C(NC(CC3)=O)=O)OC)C=C1 3-[4-[3-[4-[(3R,5R)-5-[(5-bromo-1-methyl-6-oxo-pyridazin-4-yl)amino]-1-methyl-3-piperidyl]benzoyl]-3,9-diazaspiro[5.5]undecan-9-yl]-2-methoxy-6-methyl-phenyl]piperidine-2,6-dione